N-[4,6-dimethylpyrazolo[1,5-a]pyrazin-2-yl]-5-(piperazin-1-yl)cinnoline-8-carboxamide CC=1C=2N(C=C(N1)C)N=C(C2)NC(=O)C=2C=CC(=C1C=CN=NC21)N2CCNCC2